heptadecan-9-yl 8-[2-hydroxyethyl-(6-oxo-6-undecoxyhexyl)amino]octanoate OCCN(CCCCCCCC(=O)OC(CCCCCCCC)CCCCCCCC)CCCCCC(OCCCCCCCCCCC)=O